methyl 2-methyl-5-((2-methylthiazol-5-yl) methoxy)-2H-indazole-3-carboxylate CN1N=C2C=CC(=CC2=C1C(=O)OC)OCC1=CN=C(S1)C